2-(3-(dimethylamino)propyl)thiazole-4-carboxylic acid CN(CCCC=1SC=C(N1)C(=O)O)C